C(C)(C)(C)OC(=O)N1[C@@H](CCC1)C(=O)N1CCN(CCC1)C1=NC=CC=N1 (S)-2-(4-(pyrimidin-2-yl)-1,4-diazepane-1-carbonyl)pyrrolidine-1-carboxylic acid tert-butyl ester